C1(CC1)[C@H]([C@@H](C(=O)O)C)C1=CC=C2CC[C@@H](OC2=C1)C1CCNCC1 (2S,3R)-3-cyclopropyl-2-methyl-3-((R)-2-(piperidin-4-yl)chroman-7-yl)propionic acid